C(C)(C)(C)OC(=O)N1C[C@@H](CC1)C[P+](C1=CC=CC=C1)(C1=CC=CC=C1)C1=CC=CC=C1 (R)-((1-(tert-butoxycarbonyl)pyrrolidin-3-yl)methyl)triphenylphosphonium